C(C)(C)(C)OC([C@@H](NC(=O)OC(C)(C)C)CCCC(N)C(CBr)=O)=O 6-(2-bromoacetyl)-N2-(tert-butoxycarbonyl)-L-lysine tert-butyl ester